C(C)(=O)N1C=C(C2=CC(=CC=C12)OC)C(=O)NC=1C=C(C(=O)O)C=C(C1)C=1OC=CC1 3-(1-acetyl-5-methoxy-1H-indole-3-carboxamido)-5-(furan-2-yl)benzoic acid